dichloro-7H-pyrrolo[2,3-d]pyrimidine C1=C(C2=C(N1)N=CN=C2Cl)Cl